C1(CC1)C=1C(=NSC1C(=O)OC)C(C)C methyl 4-cyclopropyl-3-isopropyl-1,2-thiazole-5-carboxylate